((2-(((1S*,2S*)-2-(2-((4,4-difluorocyclohexyl)amino)ethyl)cyclohexyl)oxy)-4-methylphenyl)sulfonyl)-L-proline hydrochloride Cl.FC1(CCC(CC1)NCC[C@H]1[C@H](CCCC1)OC1=C(C=CC(=C1)C)S(=O)(=O)N1[C@@H](CCC1)C(=O)O)F |o1:11,12|